5-((3-chlorophenyl)amino)pyrido[4,3-e][1,2,3]triazolo[1,5-a]pyrimidine-3-carboxylic acid ClC=1C=C(C=CC1)NC1=NC=2N(C3=C1C=CN=C3)N=NC2C(=O)O